(S)-3-amino-1-(4-fluorophenyl)azepan-2-one N[C@@H]1C(N(CCCC1)C1=CC=C(C=C1)F)=O